C(CC)O\N=C(/COC1=CC(=NN1C)C(F)(F)F)\C1=C(C=C(C=C1)Cl)Cl (Z)-1-(2,4-dichlorophenyl)-2-((1-methyl-3-(trifluoromethyl)-1H-pyrazol-5-yl)oxy)ethan-1-one-propyloxime